[2-(aminomethyl)-3,3-difluoro-allyl]-4-[[4-[6-(dimethylamino)-3-pyridinyl]phenyl]methyl]-1,2,4-triazol-3-one NCC(CC=1N(C(NN1)=O)CC1=CC=C(C=C1)C=1C=NC(=CC1)N(C)C)=C(F)F